CN1C(N(CC1)C1=NC=CC(=C1)C(F)(F)F)=O 1-methyl-3-[4-(trifluoromethyl)-2-pyridinyl]imidazolidin-2-one